tert-Butyl 4-(2-((4-chlorobenzofuran-7-yl)methoxy)-phenyl)piperazine-1-carboxylate ClC1=CC=C(C2=C1C=CO2)COC2=C(C=CC=C2)N2CCN(CC2)C(=O)OC(C)(C)C